trans-4-octenoic acid C(CC\C=C\CCC)(=O)O